(S)-2-([4,4'-bipyridine]-2-ylamino)-4-((2-acetamidoethyl)(4-(5,6,7,8-tetrahydro-1,8-naphthyridin-2-yl)butyl)amino)butanoic acid N1=C(C=C(C=C1)C1=CC=NC=C1)N[C@H](C(=O)O)CCN(CCCCC1=NC=2NCCCC2C=C1)CCNC(C)=O